3-(3,5-difluorophenyl)-2-{4-[(Z)-3-(3-fluoromethylazetidin-1-yl)propenyl]Phenyl}-4-methyl-2H-chromen-7-ol FC=1C=C(C=C(C1)F)C=1C(OC2=CC(=CC=C2C1C)O)C1=CC=C(C=C1)\C=C/CN1CC(C1)CF